FC1=C(C=CC(=C1)F)[C@@H]1N(CCC1)C1=NC=2N(C=C1)N=CC2C2=CC=CC(=N2)N2CCN(CC2)CC2=CC(=C(C=C2)C2C(NC(CC2)=O)=O)F 3-(4-((4-(6-(5-((R)-2-(2,4-difluorophenyl)pyrrolidin-1-yl)pyrazolo[1,5-a]pyrimidin-3-yl)pyridin-2-yl)piperazin-1-yl)methyl)-2-fluorophenyl)piperidine-2,6-dione